ClC1=C(C(=O)O)C=CC(=C1)NC(=O)C1=C(C(=NS1)C1=CC=CC=C1)C1CC1 2-chloro-4-(4-cyclopropyl-3-phenylisothiazole-5-carboxamido)benzoic acid